tert-butyl (2R,5S)-4-(2-(hydroxymethyl)-3,4-dimethyl-5-oxo-4,5-dihydro-3H-imidazo[4,5-b]pyridin-7-yl)-2,5-dimethylpiperazine-1-carboxylate OCC1=NC2=C(N(C(C=C2N2C[C@H](N(C[C@@H]2C)C(=O)OC(C)(C)C)C)=O)C)N1C